ClC1=CC(=C(C=C1)C1=CNC(=C1C(O)C=1C=NC=CC1)C1=C(C=C(C=C1)F)F)F [3-(4-chloro-2-fluoro-phenyl)-5-(2,4-difluorophenyl)Azol-4-yl]-(3-pyridyl)methanol